2-(4,4,5,5-tetramethyl-1,3,2-dioxaborolan-2-yl)aniline CC1(OB(OC1(C)C)C1=C(N)C=CC=C1)C